methyl 4-(3-bromo-2-methylbenzamido)-5-iodopicolinate BrC=1C(=C(C(=O)NC2=CC(=NC=C2I)C(=O)OC)C=CC1)C